1-(3-chloro-5-((4-(thiophen-2-yl)-5-(4-cyclohexylpiperazin-1-yl)-1,3-thiazol-2-yl)carbamoyl)pyridin-2-yl)piperidine-4-carboxylic acid ClC=1C(=NC=C(C1)C(NC=1SC(=C(N1)C=1SC=CC1)N1CCN(CC1)C1CCCCC1)=O)N1CCC(CC1)C(=O)O